N1(CCCC1)C(=O)ON(CC1=CC=C(C=C1)NC1=NC=C(C(=N1)NC1=C(C=CC=C1)C(NC)=O)C(F)(F)F)C(=O)OCC1C2=CC=CC=C2C=2C=CC=CC12 ((((9H-fluoren-9-yl) methoxy) carbonyl) (4-((4-((2-(methylcarbamoyl) phenyl) amino)-5-(trifluoromethyl) pyrimidin-2-yl) amino) benzyl) amino) pyrrolidine-1-carboxylate